(S)-8-(2-methyl-6-((R)-2,2,2-trifluoro-1-(3'-methoxy-3-(3-methyl-1H-pyrazol-1-yl)-[1,1'-biphenyl]-4-yl)ethoxy)pyrimidin-4-yl)-2,8-diazaspiro[4.5]decane-3-carboxylic acid CC1=NC(=CC(=N1)N1CCC2(C[C@H](NC2)C(=O)O)CC1)O[C@@H](C(F)(F)F)C1=C(C=C(C=C1)C1=CC(=CC=C1)OC)N1N=C(C=C1)C